3-(tritylthio)propionamide ethyl-4-(2-bromo-4-fluorophenyl)-6-((methylamino)methyl)-2-(thiazol-2-yl)-1,4-dihydropyrimidine-5-carboxylate C(C)OC(=O)C=1C(N=C(NC1CNC)C=1SC=CN1)C1=C(C=C(C=C1)F)Br.C(C1=CC=CC=C1)(C1=CC=CC=C1)(C1=CC=CC=C1)SCCC(=O)N